5-(2-(2,3-dihydrobenzo[b][1,4]dioxin-6-yl)-2-oxoethyl)-1-(S,S-dioxo-tetrahydrothiophen-3-yl)-1H-pyrazolo[3,4-d]pyrimidin-4(5H)-one O1C2=C(OCC1)C=C(C=C2)C(CN2C=NC1=C(C2=O)C=NN1C1CS(CC1)(=O)=O)=O